N,N'-bis(hydroxymethyl)ethylenediamine OCNCCNCO